o-t-butyl-cyclohexanone C(C)(C)(C)C1C(CCCC1)=O